Cl.CC=1C=C(C=CC1C)NC1N(C(=NC(=N1)N)N1CCCC1)C1=CC(=CC=C1)OCC N-(3,4-Dimethylphenyl)-N1-(3-ethoxyphenyl)-6-pyrrolidin-1-yl-[1,3,5]triazine-2,4-diamine hydrochloride